O=C1NC(CCC1N1C(C2=CC=CC(=C2C1=O)NCC1=CC=C(C=C1)CN1CCC2(CCN(C2=O)C)CC1)=O)=O 2-(2,6-dioxopiperidin-3-yl)-4-(4-((2-methyl-1-oxo-2,8-diazaspiro[4.5]decan-8-yl)methyl)benzylamino)isoindoline-1,3-dione